9H-carbazole-3,6-diamine C1=CC(=CC=2C3=CC(=CC=C3NC12)N)N